3-(5-Amino-6-(2-cyclopropylthiazol-5-yl)pyrazin-2-yl)-N-(2-azabicyclo[2.1.1]hexan-4-yl)-4-(methyl-d3)benzenesulfonamide trifluoroacetate salt FC(C(=O)O)(F)F.NC=1N=CC(=NC1C1=CN=C(S1)C1CC1)C=1C=C(C=CC1C([2H])([2H])[2H])S(=O)(=O)NC12CNC(C1)C2